7-fluoro-[1,2,4]triazolo[1,5-a]pyridine-2-amine FC1=CC=2N(C=C1)N=C(N2)N